C1(=CC=CC=C1)SC1=CC=C(C=C1)C(C(CCCCCC)=O)=O 1-(4-phenylsulfanyl-phenyl)-n-octane-1,2-dione